FC=1C=CC2=C(N(C(N2)=O)CC2=CC=C(C=C2)CC(=O)O)C1 2-(4-((6-Fluoro-2-oxo-2,3-dihydro-1H-benzo[d]imidazol-1-yl)methyl)phenyl)acetic acid